C(#N)C1=CC2=C(OC[C@H]3N2CCN(C3)C(=O)OC(C)(C)C)C=C1[N+](=O)[O-] tert-butyl (S)-9-cyano-8-nitro-1,2,4a,5-tetrahydrobenzo[b]pyrazino[1,2-d][1,4]oxazine-3(4H)-carboxylate